L-5-aminonicotinic acid NC=1C=NC=C(C(=O)O)C1